NC=1C2=C(N=CN1)N(C1=C2C=C(C(=N1)C)C(C)OCC)C=1C(=C(C=CC1C)O)C 3-(4-Amino-6-(1-ethoxyethyl)-7-methyl-9H-pyrido[3',2':4,5]pyrrolo[2,3-d]pyrimidin-9-yl)-2,4-dimethylphenol